3-((4-ethylphenyl)sulfonyl)-4-(1H-tetrazol-1-yl)-6-(trifluoromethoxy)quinoline C(C)C1=CC=C(C=C1)S(=O)(=O)C=1C=NC2=CC=C(C=C2C1N1N=NN=C1)OC(F)(F)F